2-{[(2S)-1,4-Dioxacyclohexan-2-yl]methyl}-N-{[(2S,5R)-5-methyloxypentan-2-yl]methyl}-8-(trifluoromethyl)-4,5-dihydro-2H-furo[2,3-g]indazole-7-carboxamide O1[C@H](COCC1)CN1N=C2C3=C(CCC2=C1)OC(=C3C(F)(F)F)C(=O)NC[C@@H](C)CCCOC